FC1=CS(=O)(=O)OCC1 2-fluoro-1-Buten-1,4-sultone